O=C1NC(CCC1N1C(C2=CC=CC(=C2C1=O)NCCCCCCCC(=O)NCCN1N=CC2=CC(=CC=C12)C(=O)NC1=CC2=C(NC(=N2)CN2[C@H](CCC2)C)C=C1)=O)=O 1-(2-(8-((2-(2,6-dioxopiperidin-3-yl)-1,3-dioxoisoindolin-4-yl)amino)octanamido)ethyl)-N-(2-(((S)-2-methylpyrrolidin-1-yl)methyl)-1H-benzo[d]imidazol-5-yl)-1H-indazole-5-carboxamide